1,3-diglycidyl-5-ethyl-5-n-butylbarbituric acid C(C1CO1)N1C(=O)N(C(=O)C(C1=O)(CCCC)CC)CC1CO1